3-(7-(2-(((1S,2S,4R)-bicyclo[2.2.1]heptan-2-yl)amino)-2-oxoethoxy)naphthalen-2-yl)-3-(7-methyl-2,3-dihydrobenzo[b][1,4]dioxin-6-yl)propanoic acid [C@H]12[C@H](C[C@H](CC1)C2)NC(COC2=CC=C1C=CC(=CC1=C2)C(CC(=O)O)C2=CC1=C(OCCO1)C=C2C)=O